4-(4-fluoro-5-{[(4-fluorophenyl)methyl](methyl)amino}-1-(furan-3-carbonyl)-1H-pyrazol-3-yl)-1-methanesulfonyl-5-methylpiperidin-3-one FC=1C(=NN(C1N(C)CC1=CC=C(C=C1)F)C(=O)C1=COC=C1)C1C(CN(CC1C)S(=O)(=O)C)=O